6-(3-Ethoxyazetidin-1-yl)-N-(2-ethoxybenzene-1-sulfonyl)-1-benzofuran-2-carboxamide C(C)OC1CN(C1)C1=CC2=C(C=C(O2)C(=O)NS(=O)(=O)C2=C(C=CC=C2)OCC)C=C1